C1(=CC=CC=C1)OB(O)O Phenyl-boric acid